4-(2,3-dimethylphenyl)-7-(4-methyl-1,3-thiazol-5-yl)-2-(2-(2-propenoyl)-2,6-diazaspiro[3.4]octan-6-yl)-3-quinolinecarbonitrile CC1=C(C=CC=C1C)C1=C(C(=NC2=CC(=CC=C12)C1=C(N=CS1)C)N1CC2(CN(C2)C(C=C)=O)CC1)C#N